3-methanesulfonyloxy-5,5-dimethyl-4,5-dihydroisoxazole CS(=O)(=O)OC1=NOC(C1)(C)C